CC(C(=O)SCCNC(CCNC([C@@H](C(COP(OP(OC[C@@H]1[C@H]([C@H]([C@@H](O1)N1C=NC=2C(N)=NC=NC12)O)OP(=O)(O)O)(=O)O)(=O)O)(C)C)O)=O)=O)C(C)O 2-methyl-3-hydroxybutyryl-CoA